methyl-bis-(2-hydroxypropyl)-amine CN(CC(C)O)CC(C)O